((TERT-BUTYLDIPHENYLSILYL)OXY)BUT-2-EN-1-OL [Si](C1=CC=CC=C1)(C1=CC=CC=C1)(C(C)(C)C)OC(C=CC)O